COC1=C2C(=C(C3=NSN=C31)OC)C=C(S2)C(C)O 1-(4,8-Dimethoxythieno[2',3':4,5]benzo[1,2-c][1,2,5]thiadiazol-6-yl)ethan-1-ol